8-(tert-butyl) 3-(2-(trimethylsilyl)ethyl) (1S,2S,5R)-2-vinyl-3,8-diazabicyclo[3.2.1]octane-3,8-dicarboxylate C(=C)[C@H]1[C@@H]2CC[C@H](CN1C(=O)OCC[Si](C)(C)C)N2C(=O)OC(C)(C)C